tert-butyl (R)-7-(5-((1-(tert-butoxycarbonyl)pyrrolidin-3-yl)(isopropyl)amino)pentyl)-3,4-dihydro-1,8-naphthyridine-1(2H)-carboxylate C(C)(C)(C)OC(=O)N1C[C@@H](CC1)N(CCCCCC1=CC=C2CCCN(C2=N1)C(=O)OC(C)(C)C)C(C)C